BrC1=CC(=CC2=C1C[C@](O2)(C2=CC=CC=C2)[C@H]2N(CCC2)C(=O)OC(C)(C)C)F tert-butyl (S)-2-((S)-4-bromo-6-fluoro-2-phenyl-2,3-dihydrobenzofuran-2-yl)pyrrolidine-1-carboxylate